C(#N)C1=C(C=C(C=C1)N1C(OC(C1)C(=O)NC1=CC=C(C=C1)C#N)C(F)(F)F)C(F)(F)F 3-(4-Cyano-3-(trifluoromethyl)phenyl)-N-(4-cyanophenyl)-2-(trifluoromethyl)oxazolidin-5-carboxamid